Tert-butyl 3-(((methylsulfonyl)oxy)methyl)-6-oxo-5,6,7,9-tetrahydro-8H-pyrrolo[3,4-c][1,5]naphthyridine-8-carboxylate CS(=O)(=O)OCC1=CN=C2C3=C(C(NC2=C1)=O)CN(C3)C(=O)OC(C)(C)C